ClC1=C(C=CC(=C1)P(=O)(C)C)C1COCCCN1C(=O)OC(C)(C)C tert-butyl 3-(2-chloro-4-dimethylphosphoryl-phenyl)-1,4-oxazepan-4-carboxylate